CN(C)CC1=NOC=C1 ((dimethylamino)methyl)isoxazole